(2R,3R,4R,5s)-3,4,5-tris(benzyloxy)-1-(((R)-1-(2-fluorophenyl)piperidin-3-yl)methyl)-2-methylpiperidine C(C1=CC=CC=C1)O[C@@H]1[C@H](N(C[C@@H]([C@H]1OCC1=CC=CC=C1)OCC1=CC=CC=C1)C[C@@H]1CN(CCC1)C1=C(C=CC=C1)F)C